N-{[4-(3,3-difluorocyclobutyl)-3-fluorophenyl](phenyl)methyl}-1-{2-[(dimethylcarbamoyl)amino]acetyl}-4-fluoropyrrolidine-2-carboxamide FC1(CC(C1)C1=C(C=C(C=C1)C(NC(=O)C1N(CC(C1)F)C(CNC(N(C)C)=O)=O)C1=CC=CC=C1)F)F